Ethyl 2-((1-((4aR,8aS)-3-oxooctahydro-2H-pyrido[4,3-b][1,4]oxazine-6-carbonyl)azetidin-3-yl)methoxy)benzoate O=C1N[C@H]2[C@@H](OC1)CCN(C2)C(=O)N2CC(C2)COC2=C(C(=O)OCC)C=CC=C2